benzimidazole-5-carboxamide N1=CNC2=C1C=CC(=C2)C(=O)N